1-(2-chloro-7-methyl-3-(4-(4-methylpiperazin-1-yl)phenyl)quinolin-5-yl)ethan-1-ol ClC1=NC2=CC(=CC(=C2C=C1C1=CC=C(C=C1)N1CCN(CC1)C)C(C)O)C